C[C@H]1NCC2=C(C=3C=4C=CC(=NC4C=CC3S2)C2=NC(=NC(=C2)C=C)N2CCN(CC2)C)NC1 (R)-10-methyl-3-(2-(4-methylpiperazin-1-yl)-6-vinylpyrimidin-4-yl)-9,10,11,12-tetrahydro-8H-[1,4]diazepino[5',6':4,5]thieno[3,2-f]quinolin